glycerin tri-oleate C(CCCCCCC\C=C/CCCCCCCC)(=O)OCC(OC(CCCCCCC\C=C/CCCCCCCC)=O)COC(CCCCCCC\C=C/CCCCCCCC)=O